4-phenyl-6-(piperidin-4-yl)-N-(3-(trifluoromethoxy)phenyl)pyrimidin-2-amine C1(=CC=CC=C1)C1=NC(=NC(=C1)C1CCNCC1)NC1=CC(=CC=C1)OC(F)(F)F